2-(1-Benzhydrylazetidin-3-yl)-1,2,3,4-Tetrahydroisoquinoline C(C1=CC=CC=C1)(C1=CC=CC=C1)N1CC(C1)N1CC2=CC=CC=C2CC1